C(C)OC1=CC=C(C2=C1OC(O2)(F)F)[C@@H]2[C@H](O[C@@]([C@@H]2C)(C(F)(F)F)C)C(=O)NC2=CC(=NC=C2)C(=O)OC |o1:14,15,17,18| methyl rel-4-((2S,3R,4R,5S)-3-(7-ethoxy-2,2-difluorobenzo[d][1,3]dioxol-4-yl)-4,5-dimethyl-5-(trifluoromethyl)tetrahydrofuran-2-carboxamido)picolinate